[Cl-].[Na+].O=C[C@H](O)[C@@H](O)[C@H](O)[C@H](O)CO dextrose sodium chloride